C(C)C1=CC(=C(C(=C1)F)C1=C(C(N(N1C)C1=NC(=CC=C1)C(C)(C)O)=O)NC(C1=CC=C(C=C1)OC(F)(F)F)=O)F N-(5-(4-ethyl-2,6-difluorophenyl)-2-(6-(2-hydroxypropan-2-yl)pyridin-2-yl)-1-methyl-3-oxo-2,3-dihydro-1H-pyrazol-4-yl)-4-(trifluoromethoxy)benzamide